N1N=CC(=C1)C=1C=CC2=C(C1)OCC=1N=C(SC12)N1CC(N(CC1)C(=O)OC(C)(C)C)C1CC1 tert-butyl 4-(7-(1H-pyrazol-4-yl)-4H-chromeno[3,4-d]thiazol-2-yl)-2-cyclopropylpiperazine-1-carboxylate